1-(4-benzylpiperidin-1-yl)-3-(3,5-dimethyl-1-(3-methyl-[1,2,4]triazolo[4,3-b]pyridazin-6-yl)-1H-pyrazol-4-yl)propan-1-one C(C1=CC=CC=C1)C1CCN(CC1)C(CCC=1C(=NN(C1C)C=1C=CC=2N(N1)C(=NN2)C)C)=O